FC=1C(=CC2=CC=CC=C2C1O)C(=O)OC Methyl 3-fluoro-4-hydroxyl-2-naphthoate